C(C)(=O)C=1C=CC(NC1)=O 5-acetyl-2(1H)-pyridone